NC1=NC=CC(=C1)C1=CC=C2C(=N1)N(C(=N2)C)C2=CC(=C(C=C2)N2CCN(CC2)C(CCCCN2CCN(CC2)CC2=CC=C(CNC1=C3CNC(C3=CC=C1)=O)C=C2)=O)F 4-((4-((4-(5-(4-(4-(5-(2-aminopyridin-4-yl)-2-methyl-3H-imidazo[4,5-b]pyridin-3-yl)-2-fluorophenyl)piperazin-1-yl)-5-oxopentyl)piperazin-1-yl)methyl)benzyl)amino)-1-oxoisoindolin